OC(=O)C(F)(F)F.N1N=CC2=CC(=CC=C12)N(C1=NC(=NC=C1)C=1C=C(OCC(=O)NC(C)C)C=CC1)C 2-(3-(4-((1H-indazol-5-yl)(methyl)amino)pyrimidin-2-yl)phenoxy)-N-isopropylacetamide TFA salt